(S)-3-((3,5-dimethyl-benzyl)amino)-4-oxo-4,6,7,8-tetrahydropyrrolo[1,2-a]pyrimidine-6-carboxylic acid CC=1C=C(CNC2=CN=C3N(C2=O)[C@@H](CC3)C(=O)O)C=C(C1)C